ClC=1C=C(C=C(C1OC=1C=C2CCN(C(C2=CC1)=O)C1=CC(=CC=C1)F)Cl)N1NC=CN=C1 2-(3,5-Dichloro-4-((2-(3-fluorophenyl)-1-oxo-1,2,3,4-tetrahydroisoquinolin-6-yl)oxy)phenyl)-1,2,4-triazine